(t-Butoxycarbonyl)-4-((t-Butoxycarbonyl)amino)butanoic acid C(C)(C)(C)OC(=O)C(C(=O)O)CCNC(=O)OC(C)(C)C